N-(4-bromo-2-methylbenzyl)-3-(tert-butoxy)azetidine-1-carboxamide BrC1=CC(=C(CNC(=O)N2CC(C2)OC(C)(C)C)C=C1)C